3-[1-(5,7-difluoro-3-methyl-1-benzofuran-2-yl)-2-methylpropyl]-1-[2-(morpholin-4-yl)pyrimidin-5-yl]urea FC=1C=C(C2=C(C(=C(O2)C(C(C)C)NC(NC=2C=NC(=NC2)N2CCOCC2)=O)C)C1)F